C(C1=CC=CC=C1)N1CC=2C(=C(N=C(C2CC1)N1C[C@H]2CC[C@@H](C1)N2C(=O)OC(C)(C)C)OCC2(CC2)CO)C#N tert-butyl (1R,5S)-3-(6-benzyl-4-cyano-3-((1-(hydroxymethyl)cyclopropyl)methoxy)-5,6,7,8-tetrahydro-2,6-naphthyridin-1-yl)-3,8-diazabicyclo[3.2.1]octane-8-carboxylate